(E)-3-(4-Cyanostyryl)-4-fluorobenzo[b]Thiophene-2-carboxylic acid ethyl ester C(C)OC(=O)C1=C(C2=C(S1)C=CC=C2F)\C=C\C2=CC=C(C=C2)C#N